C(C1=CC=CC=C1)N1C=C2C(=CC1=O)CC(C2)(C(=O)OC)C(=O)OC Dimethyl 2-benzyl-3-oxo-5,7-dihydrocyclopenta[c]pyridine-6,6-dicarboxylate